C1OC[C@@H]2[C@H]1CN(C2)CC(=O)O 2-((3aR,6aS)-tetrahydro-1H-furo[3,4-c]pyrrol-5(3H)-yl)acetic acid